3-ethyl 5-methyl 2-(acetoxymethyl)-4-(2-(2,2-difluoroethyl)-3,5-difluorophenyl)-6-(fluoromethyl)-1,4-dihydropyridine-3,5-dicarboxylate C(C)(=O)OCC=1NC(=C(C(C1C(=O)OCC)C1=C(C(=CC(=C1)F)F)CC(F)F)C(=O)OC)CF